The molecule is a alpha-L-rhamnoside consisting of D-ribitol having an alpha-L-rhamnosyl residue attached at the 3-position. It has a role as a hapten. It derives from a ribitol. C[C@H]1[C@@H]([C@H]([C@H]([C@@H](O1)OC([C@@H](CO)O)[C@H](CO)O)O)O)O